[Li].C1(=CC=CC=C1)C1=NC(NC2=CC=CC=C12)=O phenyl-quinazolinone lithium salt